6-(4,4-difluoro-6-azaspiro[2.5]octane-6-carbonyl)-2-((R)-2-hydroxy-2-((S)-1,2,3,4-tetrahydroisoquinolin-3-yl)ethyl)-4,4-dimethyl-3,4-dihydroisoquinolin-1(2H)-one hydrochloride Cl.FC1(C2(CC2)CCN(C1)C(=O)C=1C=C2C(CN(C(C2=CC1)=O)C[C@H]([C@H]1NCC2=CC=CC=C2C1)O)(C)C)F